di(pentamethyl-cyclopentadienyl)chromium CC1=C(C(=C(C1(C)[Cr]C1(C(=C(C(=C1C)C)C)C)C)C)C)C